COC1=C(C(=O)NNC(C(=O)OCC)=O)C=C(C=C1)C(F)(F)F ethyl 2-(2-(2-methoxy-5-(trifluoromethyl)benzoyl)-hydrazineyl)-2-oxoacetate